[Na+].N[C@@H](C)C(=O)[O-] L-alanine monosodium salt